FC(S(=O)(=O)[O-])(F)F.C(C=C)N1C=[N+](C=C1)C 1-allyl-3-methylimidazolium trifluoromethanesulfonate